methyl 2,4-diaminopyrimidine-5-carboxylate NC1=NC=C(C(=N1)N)C(=O)OC